heptylammonium (2,4-dichlorophenoxy)acetate ClC1=C(OCC(=O)[O-])C=CC(=C1)Cl.C(CCCCCC)[NH3+]